6-(2-(4-chlorophenyl)-2-methyl-4-morpholinyl)-N-((1R,2R,4S)-7-cyano-7-azabicyclo[2.2.1]heptan-2-yl)-4-pyrimidinecarboxamide ClC1=CC=C(C=C1)C1(CN(CCO1)C1=CC(=NC=N1)C(=O)N[C@H]1[C@H]2CC[C@@H](C1)N2C#N)C